C(C1=CC=CC=C1)C=1NC(=NN1)C(=O)NC1=NC=CC(=C1)C1=C(C=CC(=C1)OCCCOC(C)C)C 5-benzyl-N-(4-(5-(3-isopropoxypropoxy)-2-methylphenyl)pyridin-2-yl)-4H-1,2,4-triazole-3-carboxamide